NC1=C(C=2C(=NC=C(C2Br)C)N1C1=C(C(=CC=C1C)OC)C)C#N 2-amino-4-bromo-1-(3-methoxy-2,6-dimethylphenyl)-5-methylpyrrolo[2,3-b]pyridine-3-carbonitrile